NC1=NC2=CC=CC(=C2C=C1CCCCC)CCCCCNC(OC(C)(C)C)=O tert-butyl (5-(2-amino-3-pentylquinolin-5-yl)pentyl)carbamate